(4-(7-(2-fluoro-6-hydroxyphenyl)-6-methyl-2-(((S)-1-methylpyrrolidin-2-yl)methoxy)-5,6,7,8-tetrahydropyrido[4,3-d]pyrimidin-4-yl)piperazin-1-yl)prop-2-en-1-one FC1=C(C(=CC=C1)O)C1CC=2N=C(N=C(C2CN1C)N1CCN(CC1)C(C=C)=O)OC[C@H]1N(CCC1)C